(9-(5-hydroxyadamantan-2-yl)-7-methyl-8-oxo-8,9-dihydro-7H-purin-2-yl)amino-5-methylbenzamide OC12CC3C(C(CC(C1)C3)C2)N2C3=NC(=NC=C3N(C2=O)C)NC2=C(C(=O)N)C=C(C=C2)C